(tert-butyldimethylsilyl)oxy-1-(2-methoxyphenyl)ethyl-2-methylpropane-2-sulfinamide [Si](C)(C)(C(C)(C)C)OC(C(C)(S(=O)N)C)C(C)C1=C(C=CC=C1)OC